C=N methaneimine